COC1=C(C=C(C=N1)C1=CC=C2C(=NNC2=C1)C(=O)NC([2H])([2H])[2H])C1=NN=NN1 6-(6-methoxy-5-(1H-tetrazol-5-yl)pyridin-3-yl)-N-(methyl-d3)-1H-indazole-3-carboxamide